N-4-Methylphenylaniline CC1=CC=C(C=C1)NC1=CC=CC=C1